Cl.FC(N1N=C(C(=C1)N)C)F 1-(difluoromethyl)-3-methyl-1H-pyrazol-4-amine hydrochloride